((1R,3r)-3-((2-((R)-1-aminoethyl)-4-fluorophenoxy)methyl)cyclobutyl)carbamic acid tert-butyl ester C(C)(C)(C)OC(NC1CC(C1)COC1=C(C=C(C=C1)F)[C@@H](C)N)=O